3-{[(2S)-1,4-dioxan-2-yl]methoxy}pyridine-4-carbonitrile O1[C@@H](COCC1)COC=1C=NC=CC1C#N